CN(C)CC=1C=CC(N(C1)[C@H](C(=O)N[C@@H](CC(=O)O)C=1C=NC=C(C1)C1=C(C=CC=C1C)C)CC(C)C)=O (S)-3-((S)-2-(5-((dimethylamino)methyl)-2-oxopyridin-1(2H)-yl)-4-methylpentanamido)-3-(5-(2,6-dimethylphenyl)pyridin-3-yl)propanoic acid